C(C1=CC=CC=C1)OC=1C=C(C(=O)O)C(=CN1)Br 2-(benzyloxy)-5-bromoisonicotinic acid